2-fluoro-meta-xylene FC1=C(C=CC=C1C)C